(1S,3R,4S)-N-[(1R)-1-cyano-2-[(3S)-2-oxo-3-piperidyl]ethyl]-2-[(2R)-3,3-dimethyl-2-[(2,2,2-trifluoroacetyl)amino]butanoyl]-5,5-difluoro-2-azabicyclo[2.2.2]octane-3-carboxamide C(#N)[C@@H](C[C@H]1C(NCCC1)=O)NC(=O)[C@@H]1N([C@@H]2CC([C@H]1CC2)(F)F)C([C@@H](C(C)(C)C)NC(C(F)(F)F)=O)=O